tert-Butyl 3-(4-(1,1-difluoro-2-hydroxy-2-methylpropoxy)-7-(1,2,4-thiadiazol-5-yl)benzo[d]oxazol-2-yl)-3,8-diazabicyclo[3.2.1]octane-8-carboxylate FC(C(C)(C)O)(OC1=CC=C(C2=C1N=C(O2)N2CC1CCC(C2)N1C(=O)OC(C)(C)C)C1=NC=NS1)F